C(C)N1N=C(C(=C1)C1=C(C=CC=C1F)[C@H]1C2=C(CN(C1)C(\C=C\[C@H]1NC[C@H](C1)OC)=O)SC(=C2)C#N)C(F)(F)F (S)-4-(2-(1-Ethyl-3-(trifluoromethyl)-1H-pyrazol-4-yl)-3-fluorophenyl)-6-((E)-3-((2S,4S)-4-methoxypyrrolidin-2-yl)acryloyl)-4,5,6,7-tetrahydrothieno[2,3-c]pyridine-2-carbonitrile